(S)-1-(4-(2-(4-chlorophenyl)but-3-yn-2-yl)thiazol-2-yl)-3-(3-hydroxy-3-meth-ylbutyl)urea ClC1=CC=C(C=C1)[C@](C)(C#C)C=1N=C(SC1)NC(=O)NCCC(C)(C)O